C(C1=CC=CC=C1)N1CC=2N=C(N=C(C2CC1)N1[C@@H](CCC1)C(=O)N)NC=1N=CN(C1)C1=CC(=C(C(=C1)OC)OC)OC (S)-1-(7-benzyl-2-((1-(3,4,5-trimethoxyphenyl)-1H-imidazol-4-yl)amino)-5,6,7,8-tetrahydropyrido[3,4-D]pyrimidin-4-yl)pyrrolidine-2-carboxamide